N-(4-aminophenyl)-3-((5-(3-fluorophenyl)pyridin-2-yl)amino)benzamide NC1=CC=C(C=C1)NC(C1=CC(=CC=C1)NC1=NC=C(C=C1)C1=CC(=CC=C1)F)=O